4-{N-methyl-N'-[(3R,4R)-4-methyl-1-(2-cyanoacetyl)piperidin-3-yl]amino}7-[4-O-(β-D-galactopyranosyl)-α-D-fructofuranosyl]-7H-pyrrolo[2,3-D]pyrimidine CN([C@H]1CN(CC[C@H]1C)C(CC#N)=O)C=1C2=C(N=CN1)N(C=C2)[C@]2(CO)[C@@H](O)[C@H](O[C@H]1[C@H](O)[C@@H](O)[C@@H](O)[C@H](O1)CO)[C@H](O2)CO